1,1,3,3-Tetramethyl-1,3-divinyl-disiloxan C[Si](O[Si](C=C)(C)C)(C=C)C